(cis-4-morpholinocyclobutyl)carbamate O1CCN(CC1)[C@H]1CC[C@H]1NC([O-])=O